C(C)(C)(C)OC(=O)N1[C@@H](C[C@H](C1)CC1=CC=C(C=C1)C(F)(F)F)C(=O)O (2S,4R)-1-(tert-butoxycarbonyl)-4-(4-(trifluoromethyl)benzyl)pyrrolidine-2-carboxylic acid